3-(pyridin-2-yl)-1,2-benzisothiazole N1=C(C=CC=C1)C1=NSC2=C1C=CC=C2